(R)-1-((8-chloro-2-(trifluoromethyl)-1,7-naphthyridin-3-yl)methyl)pyrrolidin-3-ol ClC=1N=CC=C2C=C(C(=NC12)C(F)(F)F)CN1C[C@@H](CC1)O